3-[3-(t-Butoxycarbonylamino)propoxy]Pyrazole-1-carboxylic acid tert-butyl ester C(C)(C)(C)OC(=O)N1N=C(C=C1)OCCCNC(=O)OC(C)(C)C